C(C=C)[N+](CCCCCCCC)(C)CC allyl-ethyl-methyl-octyl-ammonium